hexadecanoic acid-1,1-diphenylmethyl ester C1(=CC=CC=C1)C(C1=CC=CC=C1)OC(CCCCCCCCCCCCCCC)=O